NC=1C2=C(N=C(N1)C)N(C=C2C=2C=C1CCN(C1=CC2)C(C(O)C2=CC(=CC(=C2)C(F)(F)F)F)=O)C 1-(5-(4-amino-2,7-dimethyl-7H-pyrrolo[2,3-d]pyrimidin-5-yl)indolin-1-yl)-2-(3-fluoro-5-(trifluoromethyl)phenyl)-2-hydroxyethanone